(4-aminophenyl)-7-(tetrahydro-2H-pyran-4-yl)-7H-pyrrolo[2,3-d]pyrimidin-4-ylamine NC1=CC=C(C=C1)NC=1C2=C(N=CN1)N(C=C2)C2CCOCC2